potassium 2,4-dihydroxybenzenesulfonate OC1=C(C=CC(=C1)O)S(=O)(=O)[O-].[K+]